5-methyl-7-(2-((6-oxo-4-propyl-1,6-dihydropyrimidin-2-yl)thio)acetyl)-1,3,4,5-tetrahydro-2H-benzo[b]azepin-2-one CC1C2=C(NC(CC1)=O)C=CC(=C2)C(CSC=2NC(C=C(N2)CCC)=O)=O